CC=1C(N(C=CN1)C1=CC=C(C=C1)C1=CC2=C(N=C(N=C2)NC)N2C1=NCCC2)=O 3-methyl-1-(4-(2-(methylamino)-9,10-dihydro-8H-pyrido[1,6-a:2,3-d']dipyrimidin-6-yl)phenyl)pyrazin-2(1H)-one